3-(4-chlorophenyl)-3-fluoro-cyclobutanol ClC1=CC=C(C=C1)C1(CC(C1)O)F